ClC1=C(C(=O)NC2=C3C=NN(C3=CC=C2)C=2SC=CN2)C=C(C=C1)CNC(C(CO)(C)C)=O 2-Chloro-5-{[(3-hydroxy-2,2-dimethylpropionyl)amino]methyl}-N-[1-(1,3-thiazol-2-yl)-1H-indazol-4-yl]benzamide